(R)-2-((6-amino-1-methyl-2-oxo-1,2-dihydroquinolin-4-yl)amino)-N-(2-methoxyethyl)propanamide NC=1C=C2C(=CC(N(C2=CC1)C)=O)N[C@@H](C(=O)NCCOC)C